C(=O)(O)[C@H](CC(=O)C1=CC2=C(S1)C=C(C(=C2)OC(CC(C)OC=2C=C1CN(CC1=CC2OC)C(C[C@@H](C(=O)O)C)=O)C)OC)C (2S)-4-(5-((4-((2-((S)-3-carboxybutanoyl)-6-methoxybenzo[b]thiophen-5-yl)oxy)pentan-2-yl)oxy)-6-methoxy-isoindolin-2-yl)-2-methyl-4-oxobutanoic acid